C(CCCCCCC)NC(O)=O.C(CCCCCCC)NC(O)=O.CC1=CC=CC=C1 toluene-bis(octyl carbamate)